IC1=CC=C(C=C1)C1OCC2C1CNC2 (4-iodophenyl)hexahydro-1H-furo[3,4-c]pyrrole